bis(imidazolyl)borohydride N1C(=NC=C1)[BH2-]C=1NC=CN1